C11-dodecyl-3-methyl-1H-imidazole hydrogensulfate S(=O)(=O)(O)O.CCCCCCCCCCC(C)N1CN(C=C1)C